(S)-N-(7-((6-cyanopyridin-2-yl)ethynyl)-5-methyl-4-oxo-2,3,4,5-tetrahydrobenzo[b][1,4]oxazepin-3-yl)-4-phenoxypyridineamide C(#N)C1=CC=CC(=N1)C#CC1=CC2=C(OC[C@@H](C(N2C)=O)NC(=O)C2=NC=CC(=C2)OC2=CC=CC=C2)C=C1